8-oxa-3-azabicyclo[4.2.0]Octan-7-one C12CNCCC2C(O1)=O